ClC=1C=C(C(=C(C1C)C1=CC=C(C=C1)OC)OCC)C(C(=O)NCC1=NC=CN=C1Cl)C 2-(5-chloro-2-ethoxy-4'-methoxy-6-methyl-[1,1'-biphenyl]-3-yl)-N-((3-chloropyrazin-2-yl)methyl)propanamide